3,5-bis[(diphenylphosphino)methyl]-2,4,6-trimethylphenol C1(=CC=CC=C1)P(C1=CC=CC=C1)CC=1C(=C(C(=C(C1C)CP(C1=CC=CC=C1)C1=CC=CC=C1)C)O)C